CC1(OB(OC1(C)C)C=1CCN(C1)C(=O)OC(C)(C)C)C tert-butyl 4-(4,4,5,5-tetramethyl-1,3,2-dioxaborolan-2-yl)-2,3-dihydropyrrole-1-carboxylate